nonanoic acid vinylester C(=C)OC(CCCCCCCC)=O